ClC1=C(C=C2C(=N1)CN(C2)CC2=CC=C(C=C2)OC)OC chloro-3-methoxy-6-(4-methoxybenzyl)-6,7-dihydro-5H-pyrrolo[3,4-b]pyridine